4-[1-methyl-4-(trifluoromethyl)imidazol-2-yl]benzonitrile CN1C(=NC(=C1)C(F)(F)F)C1=CC=C(C#N)C=C1